4-chlorobenzyl (S)-(4-(2-(3-methylpyrrolidin-1-yl)-2-oxoethyl)phenyl)carbamate C[C@@H]1CN(CC1)C(CC1=CC=C(C=C1)NC(OCC1=CC=C(C=C1)Cl)=O)=O